L-5-bromosalicylic acid BrC1=CC=C(C(C(=O)O)=C1)O